ClC1=CC=C(C(=C1CCC=1C=C2CC(NC2=CC1)=O)C=1C(N(N=C(C1O)C)C)=O)F 5-[2-[6-chloro-3-fluoro-2-(5-hydroxy-2,6-dimethyl-3-oxo-pyridazin-4-yl)phenyl]ethyl]indolin-2-one